O=C1NC(CCC1N1C(C2=CC(=C(C=C2C1=O)F)N1C2CN(CC1C2)CC2CCNCC2)=O)=O 2-(2,6-dioxopiperidin-3-yl)-5-fluoro-6-(3-(piperidin-4-ylmethyl)-3,6-diazabicyclo[3.1.1]heptan-6-yl)isoindoline-1,3-dione